C(CCCCCCCCCCCCCCCCCCC)(C(=O)OC)C(=O)OC dimethyl eicosanedicarboxylate